C(C)(C)(C)OC(=O)N1C(C(CC1)N(C)C1=NC(=NC2=CC(=C(C=C12)I)Br)Cl)C 3-[(7-bromo-2-chloro-6-iodo-quinazolin-4-yl)-methyl-amino]-2-methyl-pyrrolidine-1-carboxylic acid tert-butyl ester